FC(C(=O)[O-])(F)F.C(C)[NH+]1CCCCC1 N-ethyl-piperidinium trifluoroacetate